CN1C(=NC2=C1C=C(C=C2C)C2CCN(CC2)C2CCN(CC2)C2=CC=CC=C2)C2=CC=C(C=C2)S(=O)(=O)C 1,4-Dimethyl-2-(4-(methylsulfonyl)phenyl)-6-(1'-phenyl-[1,4'-bipiperidin]-4-yl)-1H-benzo[d]imidazol